C[Si](C(C(C(F)(F)F)=O)C(C(F)(F)F)=O)(OC)OC 3-(methyldimethoxysilyl)1,1,1,5,5,5-hexafluoro-2,4-pentanedione